C(C)(C)(C)OC(=O)[C@@](N)(C)C(=O)NC(C)C 2-(tert-Butoxycarbonyl)-N-prop-2-yl-D-alaninamide